(S)-6-benzhydryl-11-hydroxy-3-(pyrrolidin-1-ylmethyl)-5,6-dihydro-10H-imidazo[1,2-a]pyrido[2,1-c]pyrazin-10-one C(C1=CC=CC=C1)(C1=CC=CC=C1)[C@@H]1N2C(C=3N(C1)C(=CN3)CN3CCCC3)=C(C(C=C2)=O)O